9-(2,4-dimethoxyphenyl)-9H-thioxanthene COC1=C(C=CC(=C1)OC)C1C2=CC=CC=C2SC=2C=CC=CC12